N1(CCCCCC1)C=1C=C(C=CC1C(=O)N1C(CNCC1)C(C)C)NC(=O)C1CC1 N-[3-(azepan-1-yl)-4-(2-propan-2-ylpiperazine-1-carbonyl)phenyl]cyclopropanecarboxamide